5-fluoro-4-(8-fluoroquinolin-6-yl)-N-(pyrrolidin-3-yl)pyrimidin-2-amine FC=1C(=NC(=NC1)NC1CNCC1)C=1C=C2C=CC=NC2=C(C1)F